N[C@@H]1CN(CC1)C1=C(C=NC(=C1C1=CC(=CC(=C1)F)F)OC)C(=O)NC1CCC(CC1)(F)F 4-[(3S)-3-aminopyrrolidin-1-yl]-N-(4,4-difluorocyclohexyl)-5-(3,5-difluorophenyl)-6-methoxypyridine-3-carboxamide